FC1=CC=C(C=C1)N1N=CC2=CC(=C(C=C12)C)C1(CN(CC1)S(=O)(=O)C=1C=NN(C1)C)C=O 3-(1-(4-fluorophenyl)-6-methyl-1H-indazol-5-yl)-1-((1-methyl-1H-pyrazol-4-yl)sulfonyl)pyrrolidine-3-carbaldehyde